[O-]S(=O)(=O)C(F)(F)F.[La+2].C(#N)C1=CC(=C(OC2=C(C(=O)NC3=CC(=CC=C3)[S@@](=O)NC)C(=C(C=N2)C2=CC=C(C=C2)C#N)C)C=C1)OC.[O-]S(=O)(=O)C(F)(F)F (R)-2-(4-cyano-2-methoxyphenoxy)-5-(4-cyanophenyl)-4-methyl-N-(3-(S-methylamino-sulfinyl)phenyl)nicotinamide lanthanum(II) triflate